2-(6-{5-chloro-2-[(oxacyclohex-4-yl)amino]pyrimidin-4-yl}-1-oxo-2,3-dihydro-1H-isoindol-2-yl)-N-[(1R)-1-(3-methoxyphenyl)ethyl]acetamide ClC=1C(=NC(=NC1)NC1CCOCC1)C1=CC=C2CN(C(C2=C1)=O)CC(=O)N[C@H](C)C1=CC(=CC=C1)OC